1,3,5,6-tetrakis(3-amino-2-hydroxypropoxy)-2,4-hexandiol NCC(COCC(C(C(C(COCC(CN)O)OCC(CN)O)O)OCC(CN)O)O)O